ClC=1C(=NC(=NC1)NC1C2=C(N(CC1)S(=O)(=O)C)C=NN2)C=2C=C(C1=C(N(C(=N1)C(C)(C)O)C(C)C)C2)F 2-(6-(5-chloro-2-((4-(methylsulfonyl)-4,5,6,7-tetrahydro-1H-pyrazolo[4,3-b]pyridin-7-yl)amino)pyrimidin-4-yl)-4-fluoro-1-isopropyl-1H-benzo[d]imidazol-2-yl)propan-2-ol